CC1(CN(CCN1)C(C(=O)NC1=NC=C(N=C1)OC1=C(C=C(C=C1F)F)F)C)C 2-(3,3-dimethylpiperazin-1-yl)-N-[5-(2,4,6-trifluorophenoxy)pyrazin-2-yl]propanamide